(4-(5-cyano-2-methoxyphenyl)-5-((5-(4-cyano-2-methylphenyl)thiazolo[5,4-b]pyridin-2-yl)carbamoyl)pyridin-2-yl)methyl acetate C(C)(=O)OCC1=NC=C(C(=C1)C1=C(C=CC(=C1)C#N)OC)C(NC=1SC2=NC(=CC=C2N1)C1=C(C=C(C=C1)C#N)C)=O